ClC1=C(C=CC=C1)[C@@H](C)OC(=O)NC=1N(N=CC1C#N)C1=CC=C(C=C1)Br 3-[(R)-1-(o-chlorophenyl)ethoxycarbonylamino]-2-(p-bromophenyl)-2H-pyrazole-4-carbonitrile